CN1C(C(=NC2=CC(=CC=C12)OC)C(C)(C)C)=O N-methyl-3-tert-butyl-6-methoxyquinoxalinone